FC1(C=CC1=O)F difluorocyclobutenone